FC(F)N1CCCC2=CC=CC=C12 (difluoromethyl)-1,2,3,4-tetrahydroquinoline